N=C(CCNC(=O)C1=CC(=CN1C)C1=C(C(=O)N)C=CC=N1)NCCCCCCCCC (5-((3-imino-3-(nonylamino)propyl)carbamoyl)-1-methyl-1H-pyrrol-3-yl)nicotinamide